ClC=1C(=CC2=C(N(C[C@H](N(S2(=O)=O)C)C2CCCCC2)C2=CC=CC=C2)C1)C1=CC=C(S1)C(=O)OC methyl (R)-5-(7-chloro-3-cyclohexyl-2-methyl-1,1-dioxido-5-phenyl-2,3,4,5-tetrahydrobenzo[f][1,2,5]thiadiazepin-8-yl)thiophene-2-carboxylate